1-(naphthalen-2-ylmethyl)naphthalene-1,8-diamine C1=C(C=CC2=CC=CC=C12)CC1(CC=CC2=CC=CC(=C12)N)N